3-((3,5-difluoro-4-(4-((4-methylpiperidin-4-yl)methyl)piperazin-1-yl)phenyl)amino)piperidine-2,6-dione FC=1C=C(C=C(C1N1CCN(CC1)CC1(CCNCC1)C)F)NC1C(NC(CC1)=O)=O